4'-[(2-methylpropan-2-enyl)oxy][1,1'-biphenyl]-4-carboxylic acid CC(COC1=CC=C(C=C1)C1=CC=C(C=C1)C(=O)O)=C